1-butyl-3-methylimidazole L-alanine salt N[C@@H](C)C(=O)O.C(CCC)N1CN(C=C1)C